4-(1-((1-cyanocyclobutyl)methyl)-5-(3,5-dimethylisoxazol-4-yl)-1H-pyrrolo[2,3-b]pyridin-3-yl)-3-(trifluoromethoxy)benzoic acid C(#N)C1(CCC1)CN1C=C(C=2C1=NC=C(C2)C=2C(=NOC2C)C)C2=C(C=C(C(=O)O)C=C2)OC(F)(F)F